O=CCC=1C(=NN(C1)COCC[Si](C)(C)C)C(=O)OC methyl 4-(2-oxoethyl)-1-((2-(trimethylsilyl) ethoxy) methyl)-1H-pyrazole-3-carboxylate